N[C@@H]1CCCC12CCN(CC2)C2=NC(=C1C(=N2)NN=C1C1=C(C2=C(N(N=C2C=C1)C)Cl)Cl)C#N (R)-6-(1-amino-8-azaspiro[4.5]dec-8-yl)-3-(3,4-dichloro-2-methyl-2H-indazol-5-yl)-1H-pyrazolo[3,4-d]pyrimidine-4-carbonitrile